1-methyl-N-(5-(3-methylcinnolin-6-yl)thiazol-2-yl)-2-oxabicyclo[2.2.1]heptane-4-carboxamide CC12OCC(CC1)(C2)C(=O)NC=2SC(=CN2)C=2C=C1C=C(N=NC1=CC2)C